FC1=C(C=C(C(=C1)F)F)C(C(=O)O)=O 2,4,5-trifluorophenyl-oxo-acetic acid